BrC1(C(NC2=CC=CC=C12)=O)CC1=CC=C(C=C1)Cl 3-bromo-3-(4-chlorobenzyl)oxindole